diallyloxydiethanol C(C=C)C(COCCO)(O)CC=C